[1,1'-bis(t-butylphosphino)ferrocene] palladium (II) dichloride [Pd](Cl)Cl.C(C)(C)(C)P[C-]1C=CC=C1.[C-]1(C=CC=C1)PC(C)(C)C.[Fe+2]